N-[(1S)-3-(cyclopropylamino)-1-[[(3S,5R)-5-methyl-2-oxo-pyrrolidin-3-yl]methyl]-2,3-dioxo-propyl]-5-(trifluoromethyl)-2-[[3-(trifluoromethyl)benzoyl]amino]benzamide C1(CC1)NC(C([C@H](C[C@H]1C(N[C@@H](C1)C)=O)NC(C1=C(C=CC(=C1)C(F)(F)F)NC(C1=CC(=CC=C1)C(F)(F)F)=O)=O)=O)=O